O=C1N(C(C2=CC=CC=C12)=O)CC1=NNC(C2=C(C=C(C=C12)C1=C(N(N=C1)C)C1=C(C2=CC=CC=C2C=C1F)C#N)F)=O 2-[4-[4-[(1,3-dioxoisoindolin-2-yl)methyl]-8-fluoro-1-oxo-2H-phthalazin-6-yl]-2-methyl-pyrazol-3-yl]-3-fluoro-naphthalene-1-carbonitrile